CC=1C=C(C(=NC1C=1C=NNC1)C1=CC=CC=C1)NC(OC1=CC=C(C=C1)C)=O p-tolyl (5-methyl-2-phenyl-6-(1H-pyrazol-4-yl)pyridin-3-yl)carbamate